N-(2-(4,4-difluorocyclohexyl)-4-(2,5-difluorophenyl)pyridin-3-yl)-2,2-dimethyltetrahydrofuran-3-carboxamide FC1(CCC(CC1)C1=NC=CC(=C1NC(=O)C1C(OCC1)(C)C)C1=C(C=CC(=C1)F)F)F